C(C(=O)[C@H]([C@@H](C(=O)C(=O)[O-])O)O)O.C(C(=O)[C@H]([C@@H](C(=O)C(=O)[O-])O)O)O.[Ca+2] 2,5-diketogluconate